N-[1-(1H-indol-3-yl)hexane-2-yl]-6-(4-methyl-3-oxopiperazin-1-yl)-benzothiophene-2-carboxamide N1C=C(C2=CC=CC=C12)CC(CCCC)NC(=O)C=1SC2=C(C1)C=CC(=C2)N2CC(N(CC2)C)=O